NC1(C=C(C(C=C1)(C1=C(C=C(C=C1)N)OC(F)(F)F)N)OC(F)(F)F)N 4,4'-diamino-2,2'-bis(trifluoromethoxy)p-diaminobiphenyl